Cl.[N+](=O)([O-])C1=CC=C(C=C1)C1=CC=2C3=C(NC2C=C1)CCNC3 8-(4-nitrophenyl)-2,3,4,5-tetrahydro-1H-pyrido[4,3-b]indole hydrochloride